N-(2,4-difluorobenzyl)-5-fluoro-2-methoxy-N-methylnicotinamide FC1=C(CN(C(C2=C(N=CC(=C2)F)OC)=O)C)C=CC(=C1)F